1-Boctetrahydropyrimidine C(=O)(OC(C)(C)C)N1CNCCC1